FC([C@@H](O)C1=CC(=C(C=C1)F)B1OC(C(O1)(C)C)(C)C)(F)F (S)-2,2,2-trifluoro-1-(4-fluoro-3-(4,4,5,5-tetramethyl-1,3,2-dioxaborolan-2-yl)phenyl)ethan-1-ol